Dimethyl-bis(octadecyl)ammonium chloride [Cl-].C[N+](CCCCCCCCCCCCCCCCCC)(CCCCCCCCCCCCCCCCCC)C